cyclopropyl-N2-(1H-pyrrolo[2,3-b]pyridin-5-yl)-5-(trifluoromethyl)pyrimidine-2,4-diamine C1(CC1)C1=C(C(=NC(=N1)NC=1C=C2C(=NC1)NC=C2)N)C(F)(F)F